2-methyl-7-(4,4,5,5-tetramethyl-1,3,2-dioxaborolan-2-yl)-3,4-dihydro-1H-isoquinoline CN1CC2=CC(=CC=C2CC1)B1OC(C(O1)(C)C)(C)C